C[C@H]1N(CCOC1)C1=NC2=C(N=CC=C2C(=C1)C(=O)OC)C1=CC=NN1[C@@H]1OCCCC1 Methyl 2-[(3R)-3-methylmorpholin-4-yl]-8-{1-[(2R)-tetrahydro-2H-pyran-2-yl]-1H-pyrazol-5-yl}-1,7-naphthyridine-4-carboxylate